C[C@@]12CCC[C@@]([C@H]1[C@@H]([C@]34[C@H]2CC[C@](C3)(C(=C)C4)O)C=O)(C)C(=O)O The molecule is a C20-gibberellin obtained by selective reduction of the 10beta-carboxy group of gibberellin A53. It is a C20-gibberellin and a gibberellin monocarboxylic acid. It derives from a gibberellin A53.